tert-Butyl (4S)-4-[(1S)-1-[3-(6-tert-butyl-5-methyl-pyrrolo[2,3-b]pyrazin-3-yl)-3-oxo-propoxy]-3-methyl-butyl]-2,2-dimethyl-oxazolidine-3-carboxylate C(C)(C)(C)C1=CC=2C(=NC(=CN2)C(CCO[C@@H](CC(C)C)[C@H]2N(C(OC2)(C)C)C(=O)OC(C)(C)C)=O)N1C